1-ethyl-2-methyl-5-[2-(trimethylsilyl)ethynyl]-1,3-benzodiazole C(C)N1C(=NC2=C1C=CC(=C2)C#C[Si](C)(C)C)C